N,N-dimethyl-2-[3-(4,4,5,5-tetramethyl-1,3,2-dioxaborolan-2-yl)phenyl]ethanamine CN(CCC1=CC(=CC=C1)B1OC(C(O1)(C)C)(C)C)C